CC1=C(C=CC=C1NC(=O)C1=NN2C(C(CCC2)NCCO)=C1)C1=C(C(=CC=C1)C=1SC2=C(CN(CC2)C)N1)C N-(2,2'-dimethyl-3'-(5-methyl-4,5,6,7-tetrahydrothiazolo[4,5-c]pyridin-2-yl)-[1,1'-biphenyl]-3-yl)-4-((2-hydroxyethyl)amino)-4,5,6,7-tetrahydropyrazolo[1,5-a]pyridine-2-carboxamide